COC1=CC=C(C=C1)CCN1C(=C(C2=CC=CC=C12)C=O)C 1-(4-methoxyphenylethyl)-2-methyl-1H-indole-3-carbaldehyde